P(=O)(OC[C@@H]1O[C@H](CC1)N1C(NC(C=C1)=O)=O)(OCCCC)O.[Ca] calcium ((2R,3S,5R)-5-(2,4-dioxopyrimidin-1(2H)-yl)-tetrahydrofuran-2-yl)-methyl butyl hydrogen phosphate